5-methyl-1H-indazol-4-yl-4-((S)-2-methylpiperazin-1-yl)-1-(((S)-1-methylpyrrolidin-2-yl)methyl)-2-oxo-1,2,5,6,7,8-hexahydro-1,7-naphthyridine-3-carbonitrile CC=1C(=C2C=NNC2=CC1)C1C=2C(=C(C(N(C2CNC1)C[C@H]1N(CCC1)C)=O)C#N)N1[C@H](CNCC1)C